(R)-N-(3-(8-(1,4-oxazepan-5-yl)-3-(2,2,2-trifluoroethyl)imidazo[1,2-a]pyridin-2-yl)prop-2-yn-1-yl)-2-methoxy-4-(methylsulfonyl)aniline O1CCN[C@H](CC1)C=1C=2N(C=CC1)C(=C(N2)C#CCNC2=C(C=C(C=C2)S(=O)(=O)C)OC)CC(F)(F)F